C(C)(C)(CC)C=1C(=C(C=C(C1)C(C)(C)CC)N1N=C2C(=N1)C=CC=C2)O 2-(3,5-di-tert-pentyl-2-hydroxyphenyl)benzotriazole